C(C)(C)N1N=NC2=C1C=CC(=C2)C2=NOC(=N2)C2=C(C=CC=C2)OC 3-(1-isopropyl-1H-benzo[d][1,2,3]triazol-5-yl)-5-(2-methoxyphenyl)-1,2,4-oxadiazole